(S)-8-chloro-6-fluoro-1-methyl-1,2,3,4-tetrahydroisoquinoline ClC=1C=C(C=C2CCN[C@H](C12)C)F